9-[2,6-anhydro-5-deoxy-4-(hydroxymethyl)-α-L-lyxo-hexofuranosyl]-N-benzoyl-9H-purin-6-amine OC[C@]12[C@H]([C@H]([C@@H](O1)N1C3=NC=NC(=C3N=C1)NC(C1=CC=CC=C1)=O)OCC2)O